tert-butyl 4-(3-amino-1H-indazol-5-yl)-5,7,8,9-tetrahydro-6H-pyrrolo[2,3-b:4,5-c']dipyridine-6-carboxylate NC1=NNC2=CC=C(C=C12)C1=C2C(=NC=C1)NC1=C2CN(CC1)C(=O)OC(C)(C)C